NC1=NC=CC=C1C1=NC=2C(=NC(=CC2)C2=CC=CC=C2)N1C1=CC=C(COC=2C=CC(=C(C=O)C2)O)C=C1 5-((4-(2-(2-aminopyridin-3-yl)-5-phenyl-3H-imidazo[4,5-b]pyridin-3-yl)benzyl)oxy)-2-hydroxybenzaldehyde